S1C(=CC=C1)P(=O)(C=1SC=CC1)CC(=O)C1=CC=CC=C1 (di(thiophen-2-yl)phosphoryl)-1-phenylethan-1-one